benzotriazol-1-oxybis(dimethylamino)phosphonium hexafluorophosphate F[P-](F)(F)(F)(F)F.N1(N=NC2=C1C=CC=C2)O[PH+](N(C)C)N(C)C